1-((1r,5S)-3,8-diazabicyclo[3.2.1]oct-8-yl)-6-(3-hydroxynaphthalen-1-yl)-3-(((S)-1-methylpyrrolidin-2-yl)methoxy)-5,6,7,8-tetrahydro-2,6-naphthyridine-4-carbonitrile hydrochloride Cl.[C@H]12CNC[C@H](CC1)N2C2=NC(=C(C=1CN(CCC21)C2=CC(=CC1=CC=CC=C21)O)C#N)OC[C@H]2N(CCC2)C